C(C)OC1=C(C(=O)O)C(=CC=C1F)NC(=O)OCC 2-ethoxy-6-((ethoxycarbonyl)amino)-3-fluorobenzoic acid